2,7-diethyl-5H-pyrazolo[3,4-d]pyridazin-4-one C(C)N1N=C2C(=NNC(C2=C1)=O)CC